3-(4-methoxy-3-oxo-6-(piperazin-1-yl)-1,3-dihydro-2H-pyrrolo[3,4-c]pyridin-2-yl)piperidine-2,6-dione COC1=NC(=CC2=C1C(N(C2)C2C(NC(CC2)=O)=O)=O)N2CCNCC2